N'-((3,5-dimethyl-1,2,3,5,6,7-hexahydrodicyclopenta[b,e]pyridin-8-yl)carbamoyl)-4-isopropylthiophene-2-sulfonimidamide CC1CCC=2C1=NC1=C(C2NC(=O)N=S(=O)(N)C=2SC=C(C2)C(C)C)CCC1C